COC1=C(C=C2C(=CC=NC2=C1)OC1=CC2=CC=CC(=C2C=C1)C(=O)N1CCOCC1)C(=O)N 7-methoxy-4-((5-(morpholine-4-carbonyl)naphthalen-2-yl)oxy)quinoline-6-carboxamide